2-(4-(7-bromo-1-methyl-2,3-dioxo-2,3-dihydropyrido[2,3-b]pyrazin-4(1H)-yl)piperidine-1-yl)pyrimidine-5-carbonitrile BrC1=CC2=C(N(C(C(N2C)=O)=O)C2CCN(CC2)C2=NC=C(C=N2)C#N)N=C1